F[C@]1(C[C@H](CCC1)O)C(=O)OC(C)C |r| (±)-cis-isopropyl 1-fluoro-3-hydroxycyclohexanecarboxylate